3-((S)-2-hydroxy-3-((R)-8-(4-hydroxy-6-methylquinolin-3-ylsulfonyl)-1-oxa-8-azaspiro[4.5]decan-3-ylamino)propoxy)-N-methylbenzenesulfonamide O[C@H](COC=1C=C(C=CC1)S(=O)(=O)NC)CN[C@H]1COC2(C1)CCN(CC2)S(=O)(=O)C=2C=NC1=CC=C(C=C1C2O)C